N1,N1-Diethyl-N4-(2-methoxy-7-(trifluoromethyl)acridin-9-yl)pentane-1,4-diamine hydrochloride Cl.C(C)N(CCCC(C)NC=1C2=CC(=CC=C2N=C2C=CC(=CC12)OC)C(F)(F)F)CC